N-vinyl-(methyl)acetamide C(=C)NC(CC)=O